ClC=1C=C(C=C(C1F)Cl)C=1N=CC=C2C(=C(C=NC12)C(=O)NN1CCOC2=C1C=CC=C2)N2CCOCC2 8-(3,5-dichloro-4-fluoro-phenyl)-N-(2,3-dihydro-1,4-benzoxazin-4-yl)-4-morpholino-1,7-naphthyridine-3-carboxamide